5-Methyl-4-oxo-1-(1,2,4-thiadiazol-5-yl)-7-[3-({[3-(trifluoromethyl)pyridin-2-yl]methyl}carbamoyl)azetidin-1-yl]-1,4-dihydro-1,8-naphthyridine-3-carboxylic acid 2-aminoethan-1-ol salt NCCO.CC1=C2C(C(=CN(C2=NC(=C1)N1CC(C1)C(NCC1=NC=CC=C1C(F)(F)F)=O)C1=NC=NS1)C(=O)O)=O